(4-(2-fluoro-4-(2-methoxyprop-2-yl)phenyl)thiophen-2-yl)boronic acid FC1=C(C=CC(=C1)C(C)(C)OC)C=1C=C(SC1)B(O)O